C1(=CC=CC=C1)C1=NNC(=C1C#CC1=CC(=CC=C1)S(N)(=O)=O)C 3-Phenyl-4-(3-sulfamoylphenylethynyl)-5-methyl-1H-pyrazole